[Se](C#N)C(CCCCC(=O)N)C 6-selenocyano-heptanamide